N[C@@H](CC(=O)OCC)C=1C=C(C=C(C1)C)C1=C(C=C(C=C1)F)F ethyl (S)-3-amino-3-(2',4'-difluoro-5-methylbiphenyl-3-yl)propanoate